2-(3-(3-cyclohexyl-4-oxo-3,4-dihydro-phthalazin-1-yl)phenyl)-2-methylpropanoic acid C1(CCCCC1)N1N=C(C2=CC=CC=C2C1=O)C=1C=C(C=CC1)C(C(=O)O)(C)C